3,11-dihydroxy-14-(4-hydroxy-3-methoxyphenyl)-2,12-dimethoxy-6H-chromeno[4',3':4,5]pyrrolo[2,1-a]isoquinolin-6-one OC1=C(C=C2C(=C1)OC(C1=C2C(=C2N1C=CC1=CC(=C(C=C21)OC)O)C2=CC(=C(C=C2)O)OC)=O)OC